NC(C=1C=CC2=C(N([C@H](C(N[C@@H](C2)CO[Si](C2=CC=CC=C2)(C2=CC=CC=C2)C(C)(C)C)=O)C(C)C)C)C1)C1=CC=CC=C1 (2S,5S)-9-(amino(phenyl)methyl)-5-(((tert-butyldiphenylsilyl)oxy)methyl)-2-isopropyl-1-methyl-1,4,5,6-tetrahydrobenzo[e][1,4]diazocin-3(2H)-one